C(C1=CC=CC=C1)NC(=O)N1N(CC(N2C1[C@@H](N(C([C@@H]2CC2=CC=C(C=C2)O)=O)CC2=C1N=CC=NC1=CC=C2)C)=O)C (6S,9S)-N-benzyl-6-(4-hydroxybenzyl)-2,9-dimethyl-4,7-dioxo-8-(quinoxalin-5-ylmethyl)octahydro-1H-pyrazino[2,1-c][1,2,4]triazine-1-carboxamide